ClC1=CC(=C(S1)C=1N=C(C(=NC1)O[C@@H]1C[C@H](CCC1)C(=O)OC)C)/C=N/O methyl (1S,3S)-3-((5-(5-chloro-3-((E)-(hydroxyimino)methyl)thiophen-2-yl)-3-methylpyrazin-2-yl)oxy)cyclohexane-1-carboxylate